(2R,3aS,6R,7aS)-2-((4-bromophenyl)thio)-6-isopropyl-3a-methylhexahydrobenzo[d][1,3,2]oxathiaphosphole 2-oxide BrC1=CC=C(C=C1)S[P@]1(O[C@@H]2[C@@](S1)(CC[C@H](C2)C(C)C)C)=O